C(CC=C)N1C2=CC=CC=C2C=2C=CC=CC12 9-(3-Butenyl)-carbazole